Cl.N[C@@](CC(=O)N)(C)C1CC1 (3R)-3-amino-3-cyclopropylbutanamide hydrochloride